N-(3-Cyano-5-(Trifluoromethyl)Phenyl)-6-(Pyrimidin-5-Ylmethyl)-4,5,6,7-Tetrahydrothieno[2,3-c]Pyridin-3-Carboxamid C(#N)C=1C=C(C=C(C1)C(F)(F)F)NC(=O)C1=CSC=2CN(CCC21)CC=2C=NC=NC2